C([C@@H]1[C@H]([C@@H]([C@H]([C@H](O1)O[C@]2([C@H]([C@@H]([C@H](O2)CO[C@]3([C@H]([C@@H]([C@H](O3)CO[C@]4([C@H]([C@@H]([C@H](O4)CO)O)O)CO)O)O)CO)O)O)CO)O)O)O)O The molecule is a linear tetrasaccharide that consists of sucrose having a beta-D-fructosyl-(2->6)-beta-D-fructosyl moiety attached at position 6 of the fructosyl residue. It derives from a sucrose.